(3-((4-chloro-1,3,5-triazin-2-yl)amino)phenyl)but-2-ynyl-amide ClC1=NC(=NC=N1)NC=1C=C(C=CC1)CC#CC[NH-]